C(C)(C)N(C(C)C)[Hf](N(CC)C)(N(CC)C)N(C)CC (diisopropylamino)tris(ethyl-(methyl)amino)hafnium